Ferrocenebutyric acid tert-butyl-6-[6-(trifluoromethyl)pyrazin-2-yl]oxy-2-azaspiro[3.3]heptane-2-carboxylate C(C)(C)(C)OC(=O)N1CC2(C1)CC(C2)OC2=NC(=CN=C2)C(F)(F)F.[C-]2(C=CC=C2)CCCC(=O)O.[CH-]2C=CC=C2.[Fe+2]